dichloro[1,3-bis(2,4,6-trimethylphenyl)-2-imidazolidinylidene](Benzylidene)(tricyclohexylphosphine) ruthenium (II) [Ru+2].ClC1C(C(C(CC1)(P(C1CCCCC1)C1CCCCC1)Cl)=CC1=CC=CC=C1)=C1N(CCN1C1=C(C=C(C=C1C)C)C)C1=C(C=C(C=C1C)C)C